[7-(2-chloro-5-fluorophenyl)-9-oxo-8,9-dihydro-7H-pyrrolo[4,3-h]quinolin-6-yl]-3-fluoro-N-{[5-fluoro-3-(trifluoromethyl)phenyl]carbonyl}-5-(trifluoromethyl)benzamide ClC1=C(C=C(C=C1)F)C1NC(C=2C1=C(C=C1C=CC=NC21)C2=C(C(=O)NC(=O)C1=CC(=CC(=C1)F)C(F)(F)F)C=C(C=C2F)C(F)(F)F)=O